NC1=CC(=C(C(=N1)C)Cl)SC=1C=2N(C(=NC1)N1CCC3([C@@H]([C@@H](OC3)C)N)CC1)C=CN2 (3S,4S)-8-(8-((6-amino-3-chloro-2-methyl-pyridin-4-yl)thio)imidazo[1,2-c]pyrimidin-5-yl)-3-methyl-2-oxa-8-azaspiro[4.5]decan-4-amine